(1-((tert-butoxycarbonyl)amino)cyclopropyl)methylmethanesulfonate C(C)(C)(C)OC(=O)NC1(CC1)CCS(=O)(=O)[O-]